2-((2-chloro-1-ethyl-1H-indol-3-yl)methylene)-N-(4-fluorophenyl)hydrazine-1-carboxamide ClC=1N(C2=CC=CC=C2C1C=NNC(=O)NC1=CC=C(C=C1)F)CC